3-Bromo-N-(tert-butyl)-5-fluoropyridinecarboxamide BrC=1C(=NC=C(C1)F)C(=O)NC(C)(C)C